1-(6-(2-methyl-[1,1'-biphenyl]-3-yl)pyridin-3-yl)-5,8,11-trioxa-2-azatetradecan-14-amide CC1=C(C=CC=C1C1=CC=C(C=N1)CNCCOCCOCCOCCC(=O)N)C1=CC=CC=C1